C1(CCCC1)NC=1SC=C(C1C(=O)O)C 2-(cyclopentylamino)-4-methylthiophene-3-carboxylic acid